CS(=O)(=O)C1=CC=C(C=C1)[C@@H](C)O |r| (rac)-1-[4-(methanesulfonyl)phenyl]ethan-1-ol